BrC=1N=C2C(=NC1)N=C(S2)NC(C2=CC=CC=C2)=O N-(6-bromothiazolo[4,5-b]pyrazin-2-yl)benzamide